3-[3-methyl-2-oxo-5-(4,4,5,5-tetramethyl-1,3,2-dioxaborolan-2-yl)-1,3-benzodiazol-1-yl]piperidine-2,6-dione CN1C(N(C2=C1C=C(C=C2)B2OC(C(O2)(C)C)(C)C)C2C(NC(CC2)=O)=O)=O